C(=O)(O)C(C)SC(=O)SCCC(=O)O 3-((1-carboxyethyl-(thio)carbonyl)thio)propionic acid